tert-butyl (1-(2-methoxy-5-methyl-4-propylphenyl)propan-2-yl)carbamate COC1=C(C=C(C(=C1)CCC)C)CC(C)NC(OC(C)(C)C)=O